(1H-pyrrolo[2,3-c]pyridin-2-yl)boronic acid N1C(=CC=2C1=CN=CC2)B(O)O